3-[(1,1-Dioxo-1,4-thiazinan-4-yl)methyl]-N-[4-[5-[(3-methoxyphenyl)methyl]-1H-1,2,4-triazol-3-yl]phenyl]benzamide O=S1(CCN(CC1)CC=1C=C(C(=O)NC2=CC=C(C=C2)C2=NNC(=N2)CC2=CC(=CC=C2)OC)C=CC1)=O